FC1=C(C=C(C(=C1)OC1=CC=NC2=CC(=C(C=C12)OC)OCCNC)F)NC(=O)C=1C(=NC=CC1OC)F N-(2,5-difluoro-4-((6-methoxy-7-(2-(methylamino)ethoxy)quinolin-4-yl)oxy)phenyl)-2-fluoro-4-methoxypyridine-3-carboxamide